ClC=1C=C(C=C(C1)Cl)C=1N=CC=C2C(=C(C=NC12)C(=O)O)N1CCOCC1 8-(3,5-dichlorophenyl)-4-(morpholin-4-yl)-1,7-naphthyridine-3-carboxylic acid